C(C)(C)(C)OC(=O)N1CCC2(CCN(C2)C2=NC=C(C=N2)C(F)(F)F)CC1.C(C)C1(CCCCC1)C(C)C ethylisopropyl-cyclohexane tert-butyl-2-(5-(trifluoromethyl)pyrimidin-2-yl)-2,8-diazaspiro[4.5]decane-8-carboxylate